N,N'-bis[6-(1-benzofuran-2-yl)naphthalen-2-yl]-14,14-dimethyl-N,N'-diphenyl-14H-dibenzo[d,d']fluoreno[3,2-b:6,7-b']difuran-3,10-diamine O1C(=CC2=C1C=CC=C2)C=2C=C1C=CC(=CC1=CC2)N(C2=CC1=C(C3=C(O1)C=C1C4=CC=5OC6=C(C5C=C4C(C1=C3)(C)C)C=CC(=C6)N(C6=CC=CC=C6)C6=CC3=CC=C(C=C3C=C6)C=6OC3=C(C6)C=CC=C3)C=C2)C2=CC=CC=C2